Methyl 2-(chloromethyl)-1-((1-ethyl-1H-imidazol-5-yl) methyl)-1H-benzo[d]imidazole-6-carboxylate ClCC1=NC2=C(N1CC1=CN=CN1CC)C=C(C=C2)C(=O)OC